C(#N)OC1=CC=C(C=C1)C12CC3(CC(CC(C1)C3)C2)C2=CC=C(C=C2)OC#N 1,3-bis(4-Cyanooxyphenyl)adamantane